OCCC(=O)N 3-hydroxy-propanamide